CC=1N=C(C=2N(C1)N=C(N2)NC(=O)C2=CC=C(S2)N2CC(N(CC2)C(=O)OC(C)(C)C)C)C Tert-butyl 4-[5-([6,8-dimethyl-[1,2,4]triazolo[1,5-a]pyrazin-2-yl]carbamoyl)thiophen-2-yl]-2-methylpiperazine-1-carboxylate